C12CN(CC(CC1)N2)C=2C1=C(N=C(N2)OCC23N(CC4=CC=C(C=C24)F)CCC3)C(=C(N=C1)C1=CC(=CC3=CC=CC(=C13)C#C)O)F 4-(4-(3,8-diazabicyclo[3.2.1]octan-3-yl)-8-fluoro-2-((8-fluoro-2,3-dihydro-1H-pyrrolo[2,1-a]isoindol-9b(5H)-yl)-methoxy)pyrido[4,3-d]pyrimidin-7-yl)-5-ethynylnaphthalen-2-ol